BrC1=CC=C(C=N1)C1=CC=C(C(NO)=N)C=C1 4-(6-bromopyridin-3-yl)-N-hydroxybenzimidamide